O[C@H](C(=O)OC)[C@@H](CC1=CC=CC=C1)N1C=NC2=C1C=CC(=C2)C(NC)=O methyl (2s,3r)-2-hydroxy-3-(5-(methylcarbamoyl)-1H-benzo[d]imidazol-1-yl)-4-phenylbutyrate